N-(4,4-Dimethyl-pentyl)-2-ethylsulfanyl-4-methyl-6-[(3R)-3-methyl-morpholin-4-yl]-pyridine-3-carboxylic acid amide CC(CCCNC(=O)C=1C(=NC(=CC1C)N1[C@@H](COCC1)C)SCC)(C)C